CC1=CC=CC(=N1)C1=C(N=CN1)C=1C=C2C=C(C=NC2=CC1)C(=O)OCCCCN1CC2(CC1)CCNCC2 4-(2,8-diazaspiro[4.5]decan-2-yl)butyl 6-(5-(6-methylpyridin-2-yl)-1H-imidazol-4-yl)quinoline-3-carboxylate